2,3-dihydro-3,5-dihydroxy-6-methyl-(4H)-pyran-4-one OC1COC(=C(C1=O)O)C